2,3-dimethyl-8-fluoroquinoline CC1=NC2=C(C=CC=C2C=C1C)F